1,6-di(naphthalen-1-yl)pyrene 7-(4-(4-(benzo[b]thiophen-4-yl)piperazin-1-yl)butoxy)quinolin-2-yl-4-methylpiperazine-1-carboxylate S1C2=C(C=C1)C(=CC=C2)N2CCN(CC2)CCCCOC2=CC=C1C=CC(=NC1=C2)OC(=O)N2CCN(CC2)C.C2(=CC=CC1=CC=CC=C21)C2=CC=C1C=CC3=C(C=CC4=CC=C2C1=C34)C3=CC=CC4=CC=CC=C34